N[C@@H]([C@@H](C(=O)N[C@H](C(=O)O)CC(C)C)O)CC1=CC=CC=C1 (2S)-2-[[(2S,3R)-3-amino-2-hydroxy-4-phenylbutyryl]amino]-4-methylpentanoic acid